6-amino-1-[(1S)-1-phenylethyl]quinoxalin-2-one NC=1C=C2N=CC(N(C2=CC1)[C@@H](C)C1=CC=CC=C1)=O